Methyl 1-(2,4-difluorobenzyl)-5-hydroxy-2-oxo-2,3-dihydro-1H-benzo[b]azepine-4-carboxylate FC1=C(CN2C3=C(C(=C(CC2=O)C(=O)OC)O)C=CC=C3)C=CC(=C1)F